1-(Methylamino)-4-(phenylamino)anthracene-9,10-dione CNC1=CC=C(C=2C(C3=CC=CC=C3C(C12)=O)=O)NC1=CC=CC=C1